(Z)-5-(benzo[d]thiazol-6-ylmethylene)-2-((1-methyl-1H-benzo[d]imidazol-6-yl)amino)-3,5-dihydro-4H-imidazol-4-one S1C=NC2=C1C=C(C=C2)\C=C/2\C(NC(=N2)NC=2C=CC1=C(N(C=N1)C)C2)=O